NCC1=C(C(=CC(=C1)F)F)C(=O)N1CC(CC1)(F)F (2-(aminomethyl)-4,6-difluorophenyl)(3,3-difluoropyrrolidin-1-yl)methanone